COC=1C2=C(N=CN1)N(C=C2C2(CC2)C)S(=O)(=O)C2=CC=CC=C2 4-methoxy-5-(1-methylcyclopropyl)-7-(phenylsulfonyl)-7H-pyrrolo[2,3-d]pyrimidine